C(C1=CC=CC=C1)NC=1SC(=C(N1)C1=CC(=C(C=C1)Cl)Cl)CC(C)C N-benzyl-4-(3,4-dichlorophenyl)-5-isobutylthiazole-2-amine